2-(4-methylbenzyl)benzothiazole tert-butyl-(6-chloro-4-(4-fluoro-2-(4-methyl-4H-1,2,4-triazol-3-yl)phenyl)pyridin-3-yl)(ethyl)carbamate C(C)(C)(C)OC(N(CC)C=1C=NC(=CC1C1=C(C=C(C=C1)F)C1=NN=CN1C)Cl)=O.CC1=CC=C(CC=2SC3=C(N2)C=CC=C3)C=C1